CC1(C2CCC3(C(CCC4(C13)OCCO4)(C)C)C2)C 1',1',5',5'-Tetramethylhexahydrospiro[1,3-dioxolane-2,8'(5'H)-2H-2,4a-methanonaphthalene]